tert-butyl 3-bromo-2-oxopropanoate BrCC(C(=O)OC(C)(C)C)=O